BrC=1C=C(N(C1)CC1(CC1)CNC(=O)OC(C)(C)C)C(=O)OC Methyl 4-bromo-1-((1-(((tert-butoxycarbonyl) amino) methyl) cyclopropyl) methyl)-1H-pyrrole-2-carboxylate